benzyl (3,5-dimethyl-2,3,4,9-tetrahydro-1H-carbazol-3-yl)carbamate CC1(CCC=2NC3=CC=CC(=C3C2C1)C)NC(OCC1=CC=CC=C1)=O